racemic-tert-butyl 2-(1-(4-((2,6-dioxopiperidin-3-yl)amino)-2-fluorophenyl)-4-hydroxyazepan-4-yl)acetate O=C1NC(CCC1NC1=CC(=C(C=C1)N1CCC(CCC1)(O)CC(=O)OC(C)(C)C)F)=O